(2-amino-3-(3-((6-(1-(2-fluorophenyl)ethoxy)pyridin-3-yl)methyl)isoxazol-5-yl)pyridin-1-ium-1-yl)methyl hydrogen phosphate P(=O)(OC[N+]1=C(C(=CC=C1)C1=CC(=NO1)CC=1C=NC(=CC1)OC(C)C1=C(C=CC=C1)F)N)(O)[O-]